[1,3-bis(2,4,6-trimethylphenyl)-2-imidazolidinylidene](3-phenyl-1H-inden-1-ylidene)(tricyclohexylphosphine) ruthenium (II) [Ru+2].CC1=C(C(=CC(=C1)C)C)N1C(N(CC1)C1=C(C=C(C=C1C)C)C)=C1C(C(CCC1)P(C1CCCCC1)C1CCCCC1)=C1C=C(C2=CC=CC=C12)C1=CC=CC=C1